ClC=1SC2=C(N1)[C@H](C1(CCNCC1)C2)NS(=O)C(C)(C)C N-((S)-2-chloro-4,6-dihydrospiro[cyclopenta[d]thiazole-5,4'-piperidin]-4-yl)-2-methylpropan-2-sulfinamide